C(C)(C)(C)C=1C=C(N(N1)C1=CC=CC=C1)NC(OCC(Cl)(Cl)Cl)=O trichloroethyl N-(5-tert-butyl-2-phenyl-pyrazol-3-yl)carbamate